7-amino-8-(3-hydroxy-2,6-dimethylphenyl)-8H-pyrazolo[1,5-a]pyrrolo[3,2-e]pyridine-6-carboxamide NC1=C(C=2C=CC=3N(C2N1C1=C(C(=CC=C1C)O)C)N=CC3)C(=O)N